N-{(6S,7aS)-2-[4-(1,4-dimethyl-1H-pyrazol-5-yl)-1,2-benzoxazol-3-yl]-3-oxohexahydro-1H-pyrrolo[1,2-c]imidazol-6-yl}ethanesulfonamide CN1N=CC(=C1C1=CC=CC2=C1C(=NO2)N2C(N1[C@H](C2)C[C@@H](C1)NS(=O)(=O)CC)=O)C